CN1C(=NN=C1)C[C@@H](C)C=1C=C(C=CC1)C1=NNC=2C1=NC(=CC2)C(F)(F)F (R)-3-(3-(1-(4-methyl-4H-1,2,4-triazol-3-yl)propan-2-yl)phenyl)-5-(trifluoromethyl)-1H-pyrazolo[4,3-b]Pyridine